N[C@H]1CN(C[C@@H](C1)F)C(=O)C1=CC2=C(N(C(=N2)C2=CC=3C(=NC(=CC3)C3=C(C(=C(C=C3)O)F)F)N2CC2CC2)C)C(=C1)OC 4-(2-{5-[(3R,5R)-3-amino-5-fluoropiperidine-1-carbonyl]-7-methoxy-1-methyl-1H-1,3-benzodiazol-2-yl}-1-(cyclopropylmethyl)-1H-pyrrolo[2,3-b]pyridin-6-yl)-2,3-difluorophenol